5-(6-chloro-5-ethylpyrimidin-4-yloxy)-2-fluorobenzaldehyde ClC1=C(C(=NC=N1)OC=1C=CC(=C(C=O)C1)F)CC